CN(CCCO)CCCC=C 3-[methyl-(pent-4-en-1-yl)amino]Propanol